1-(4-(5-(chlorodifluoromethyl)-1,2,4-oxadiazol-3-yl)phenyl)-2-(3,3,3-trifluoropropoxy)ethan-1-one ClC(C1=NC(=NO1)C1=CC=C(C=C1)C(COCCC(F)(F)F)=O)(F)F